(3-Fluoro-4-methylphenyl)-N-(6-(4-isopropyl-4H-1,2,4-triazol-3-yl)pyridin-2-yl)-1H-pyrrole-2-carboxamide FC=1C=C(C=CC1C)N1C(=CC=C1)C(=O)NC1=NC(=CC=C1)C1=NN=CN1C(C)C